BrC=1C=C2C(N3C(=NC2=CC1)C(C1=CC(=CC=C13)F)=O)=O 2-bromo-8-fluoroindolo[2,1-b]quinazoline-6,12-dione